3,5-di(tert-butoxycarbonyl)benzoic acid C(C)(C)(C)OC(=O)C=1C=C(C(=O)O)C=C(C1)C(=O)OC(C)(C)C